5,5'-((4-(ethylcarbamoyl)pyridine-2,6-diyl)bis(1H-1,2,3-triazole-4,1-diyl))bis(2-(trifluoromethyl)benzoic acid) C(C)NC(=O)C1=CC(=NC(=C1)C=1N=NN(C1)C=1C=CC(=C(C(=O)O)C1)C(F)(F)F)C=1N=NN(C1)C=1C=CC(=C(C(=O)O)C1)C(F)(F)F